FC1=CC=C(C=C1)N1N=C(C(=C1O)C=NNC(C1=CN=CC=C1)=O)C nicotinic acid [1-(4-fluoro-phenyl)-5-hydroxy-3-methyl-1H-pyrazole-4-yl-methylene]-hydrazide